C(C)(=O)N1CCC(CC1)N(C(OC(C)(C)C)=O)CC1=C(C(=NC=C1)NC1=C(C(=CC=C1)C1=NC=CC(=C1Cl)C1=NC(=C(C=C1)C=O)OC)Cl)F tert-butyl (1-acetylpiperidin-4-yl)((2-((2-chloro-3-(3'-chloro-5-formyl-6-methoxy-[2,4'-bipyridin]-2'-yl)phenyl)amino)-3-fluoropyridin-4-yl)methyl)carbamate